2-methoxy-4-ethylphenyl isobutyrate C(C(C)C)(=O)OC1=C(C=C(C=C1)CC)OC